Pyrrolidine-1,2-dicarboxylic acid (2S)-2-[(1S,3S,5S,6S)-1-tert-butyl-6-carboxy-5-(2,2,2-trichloroethoxycarbonyloxy)-3-methylhept-1-yl]ester C(C)(C)(C)[C@H](C[C@H](C[C@@H]([C@H](C)C(=O)O)OC(=O)OCC(Cl)(Cl)Cl)C)OC(=O)C1N(CCC1)C(=O)O